C1(CC1)C1=C(C(=NO1)C1=C(C=CC=C1Cl)Cl)CO[C@H]1[C@@H]2CN([C@H](C1)C2)C2=CC=C(C=C2)CN2CC(C2)C(=O)O 1-([4-[(1S,4S,5R)-5-[[5-cyclopropyl-3-(2,6-dichlorophenyl)-1,2-oxazol-4-yl]methoxy]-2-azabicyclo[2.2.1]heptan-2-yl]phenyl]methyl)azetidine-3-carboxylic acid